N1C(=NC2=C1C=CC=C2)CNC2=NN(C1=NC(=CN=C12)C1CC1)C1CC(OC(C1)(C)C)(C)C N-[(1H-benzimidazol-2-yl)methyl]-6-cyclopropyl-1-(2,2,6,6-tetramethyloxan-4-yl)-1H-pyrazolo[3,4-b]pyrazin-3-amine